C(C1=CC=CC=C1)[C@@H]1N(C(OC1)=O)C([C@@H](CC1=CC(=NC=C1)Cl)[C@@H]1CN(CC1)C(=O)OC(C)(C)C)=O tert-Butyl (3R)-3-[(1S)-2-[(4S)-4-benzyl-2-oxo-oxazolidin-3-yl]-1-[(2-chloro-4-pyridyl)methyl]-2-oxo-ethyl]pyrrolidine-1-carboxylate